(2S,5R)-2-(N-((methoxymethyl) sulfonyl) carbamimidoyl)-7-oxo-1,6-diazabicyclo[3.2.1]octan-6-yl hydrogen sulfate S(=O)(=O)(ON1[C@@H]2CC[C@H](N(C1=O)C2)C(NS(=O)(=O)COC)=N)O